6-cyclopropyl-N-(2-methanesulfonyl-4-methylphenyl)pyridine-3-carboxamide C1(CC1)C1=CC=C(C=N1)C(=O)NC1=C(C=C(C=C1)C)S(=O)(=O)C